ClC1=CC(=C(C=C1)[C@@H]1OC2=C(OC1)C=CC=C2C2CCN(CC2)CC2=NC1=C(N2C[C@H]2OCC2)C=C(C=C1)C(=O)O)F 2-((4-((S)-3-(4-chloro-2-fluorophenyl)-2,3-dihydrobenzo[b][1,4]dioxin-5-yl)piperidin-1-yl)methyl)-1-(((S)-oxetan-2-yl)methyl)-1H-benzo[d]imidazole-6-carboxylic acid